CN1C(=CC2=CC(=CC=C12)N1C(NC2=C(C1=O)C1=C(S2)CCCCC1)=O)N1N=CC=C1 3-(1-methyl-2-(1H-pyrazol-1-yl)-1H-indol-5-yl)-1,5,6,7,8,9-hexahydro-2H-cyclohepta[4,5]thieno[2,3-d]pyrimidine-2,4(3H)-dione